(2S,4R)-N-((R)-3-([1,1'-biphenyl]-4-yl)-1-amino-1-oxopropan-2-yl)-1-((S)-2-(4-(furan-2-yl)-1H-1,2,3-triazol-1-yl)-3-methylbutanoyl)-4-hydroxypyrrolidine-2-carboxamide C1(=CC=C(C=C1)C[C@H](C(=O)N)NC(=O)[C@H]1N(C[C@@H](C1)O)C([C@H](C(C)C)N1N=NC(=C1)C=1OC=CC1)=O)C1=CC=CC=C1